(2S,4R)-1-((S)-2-amino-3,3-dimethylbutyryl)-4-hydroxyl-N-(4-(4-Methylthiazol-5-yl)benzyl)pyrrolidine-2-carboxamide N[C@H](C(=O)N1[C@@H](C[C@H](C1)O)C(=O)NCC1=CC=C(C=C1)C1=C(N=CS1)C)C(C)(C)C